O\N=C(\C1=C(C(=CC=C1)[N+](=O)[O-])OC)/N (Z)-N'-hydroxy-2-methoxy-3-nitrobenzimidamide